O=C1N(CCC1)C1=NC=C(C2=C1C=NN2)C(=O)N 4-(2-oxopyrrolidin-1-yl)-1H-pyrazolo[4,3-c]pyridine-7-carboxamide